COC=1C=CC=2N(C3=CC=C(C=C3C2C1)OC)CCCCP(O)(O)=O 4-(3,6-dimethoxy-carbazol-9-yl)butyl-phosphonic acid